3-({[(1R)-5-[(4-cyclopropylphenyl)(methyl)amino]-2,3-dihydro-1H-inden-1-yl]methyl}amino)pyridine-4-carboxylic acid C1(CC1)C1=CC=C(C=C1)N(C=1C=C2CC[C@H](C2=CC1)CNC=1C=NC=CC1C(=O)O)C